COC1=C(C=C(C=C1)OC)NC(=O)N1C[C@](CC1)(C=1SC=CN1)C1=CC(=C(C=C1)C)F (R)-N-(2,5-dimethoxyphenyl)-3-(3-fluoro-4-methylphenyl)-3-(thiazol-2-yl)pyrrolidine-1-carboxamide